Cl.CN1C(=NC(=C1)C(F)(F)F)C1CCNCC1 4-[1-methyl-4-(trifluoromethyl)-1H-imidazol-2-yl]piperidine hydrochloride salt